ClCC(C(=O)OC)=C methyl 2-(chloromethyl)-acrylate